C(C(C)C)N1CCC(CC1)C(=O)NC1=NC=CC(=C1)C=1C=CC2=C(C(=NS2)C)C1 1-isobutyl-N-(4-(3-methylbenzo[d]isothiazol-5-yl)pyridin-2-yl)piperidine-4-carboxamide